NC=1N=CC(=NC1OC=1C=NN(C1)C1C[C@H]2CC[C@@H](C1)N2C)C=2C=C(C=C(C2)C)S(=O)(=O)NC 3-(5-amino-6-((1-((1R,3s,5S)-8-methyl-8-azabicyclo[3.2.1]octan-3-yl)-1H-pyrazol-4-yl)oxy)pyrazin-2-yl)-N,5-dimethylbenzenesulfonamide